2-(1-methyl-1H-pyrrole-2-yl)-2H-tetrazole-5-carboxylic acid ethyl ester C(C)OC(=O)C=1N=NN(N1)C=1N(C=CC1)C